FC=1C=2N(C=C(C1)NC(=O)C1=NC=C(N=C1)N1C[C@@H](CC1)N1C[C@@H](CC1)F)C=C(N2)C N-(8-fluoro-2-methylimidazo[1,2-a]pyridin-6-yl)-5-((3R,3'R)-3-fluoro-[1,3'-bipyrrolidin]-1'-yl)pyrazine-2-carboxamide